2-(bromomethyl)-1-methylbenzene BrCC1=C(C=CC=C1)C